dimethoxytrityl-1,3-propanediol glycolate C(CO)(=O)O.COC(C(O)(C(C1=CC=CC=C1)(C1=CC=CC=C1)C1=CC=CC=C1)OC)CO